C(C)(C)(C)OC(=O)N1CCN(CC1)C1=CC=C(C=C1)CNC1C[C@@H]2N([C@@H](CN(C2)C2=C3C=CC=NC3=C(C=C2)C#N)C)CC1.C(Cl)(Cl)(Cl)[2H] chloroform-d1 tert-butyl-4-(4-((((4R,9aS)-2-(8-cyanoquinolin-5-yl)-4-methyloctahydro-2H-pyrido[1,2-a]pyrazin-8-yl)amino)methyl)phenyl)piperazine-1-carboxylate